S(=O)(=O)([O-])[O-].BrC1=C(NC2(NOC3=C2C=CC=C3)C=CC(=O)OCC[NH2+]C)C=CC=C1C1=CC3=C(OCCO3)C=C1.BrC1=C(NC3(NOC2=C3C=CC=C2)C=CC(=O)OCC[NH2+]C)C=CC=C1C1=CC2=C(OCCO2)C=C1 3-(2-Bromo-3-(1,4-benzodioxan-6-yl)anilino)benzisoxazoleacryloyloxyethyl-methyl-ammonium sulfate